C(C)(=O)O[C@@H]1[C@@H]([C@H](O[C@H]1N1C2=NC(=NC=C2N(C1=O)CC(=O)NS(=O)(=O)C)N)COC(C)=O)F ((2R,3R,4S,5R)-4-acetoxy-5-(2-amino-7-(2-(methylsulfonamido)-2-oxoethyl)-8-oxo-7,8-dihydro-9H-purin-9-yl)-3-fluorotetrahydrofuran-2-yl)methylacetat